C[C@@H]1CN(CCN1C)C1=CC=C(N)C=C1 |r| (R/S)-4-(3,4-dimethylpiperazin-1-yl)aniline